(Z)-6'-bromo-1-(2-(2-(2-hydroxyethoxy)ethoxy)ethyl)-[2,3'-biindolinylidene]-2',3-dione BrC1=CC=C2/C(/C(NC2=C1)=O)=C\1/N(C2=CC=CC=C2C1=O)CCOCCOCCO